ClC(C1=CC=C(C=C1)C)(C1=CC=CC=C1)C1=CC=CC=C1 1-(chloro-diphenyl-methyl)-4-methylbenzene